N(=[N+]=[N-])C1=C(C=O)C=C(C(=C1)OCC1CC1)[N+](=O)[O-] 2-azido-4-(cyclopropylmethoxy)-5-nitrobenzaldehyde